C(#N)C1=C(C(=NC(=C1)OC1=CC=C(C=C1)F)C(CCC(=O)O)=O)O 4-[4-Cyano-6-(4-fluoro-phenoxy)-3-hydroxy-pyridin-2-yl]-4-oxo-butyric acid